(E)-3-oxo-2,3-dihydropyridazine-4-carboxamide O=C1NN=CC=C1C(=O)N